NC1=CC=C(C(=O)NC(C)(C)C)C=C1 4-amino-N-tertiary butyl-benzamide